NC([C@H](CCC(=O)OC(C)(C)C)N1C(C2=CC=CC(=C2C1)OCC1=CC=C(C=C1)[C@@H](C)N1CCN(CC1)S(=O)(=O)C)=O)=O Tert-butyl (S)-5-amino-4-(4-((4-((R)-1-(4-(methylsulfonyl)piperazin-1-yl)ethyl)benzyl)oxy)-1-oxoisoindolin-2-yl)-5-oxopentanoate